ClC1=C(C(=O)NC=2C=NC(=C(C2)Cl)N2N=CC=N2)C=C(C(=C1)C1=C(C=NC=C1)C#C)F 2-chloro-N-(5-chloro-6-(2H-1,2,3-triazol-2-yl)pyridin-3-yl)-4-(3-ethynylpyridin-4-yl)-5-fluorobenzamide